1-piperazinecarboxamide N1(CCNCC1)C(=O)N